CC=1C=CC=C2C(=NN(C12)C=1C=CC(=NC1)N1CCC(CC1)C(=O)OCC)C1=C2C=C(N=CC2=CC=C1)C ethyl 1-{5-[7-methyl-3-(3-methylisoquinolin-5-yl)-1H-indazol-1-yl]pyridin-2-yl}piperidine-4-carboxylate